(R)-1-(2-fluorophenyl)ethane-1-amine FC1=C(C=CC=C1)[C@@H](C)N